ClC1=C2C(N(C(NC2=C(C=C1)S(=O)(=O)C1=CC=C2C=NN(C2=C1)CC(C)C)=O)O)=O 5-chloro-3-hydroxy-8-((1-isobutyl-1H-indazol-6-yl)sulfonyl)quinazoline-2,4(1H,3H)-dione